3-(4-amino-2-butyl-1H-imidazo[4,5-c]quinolin-1-yl)-2,2-dimethylpropan-1-ol NC1=NC=2C=CC=CC2C2=C1N=C(N2CC(CO)(C)C)CCCC